C(C)OC(C=C)CCOCC 3,5-diethoxypentene